OC(C(=O)OCC1CC=CCC1)C (+-)-3-cyclohexen-1-ylmethyl 2-hydroxypropanoate